C(C)(=O)O acetylalcohol